2-(1-chlorocyclopropyl)-1-(2-chlorophenyl)-3-hydrazino-2-propanol hydrochloride Cl.ClC1(CC1)C(CC1=C(C=CC=C1)Cl)(CNN)O